C(C)(C)NCCOC1=NC=C(C=C1NS(=O)(=O)C)C1=CC=2C3=C(C=NC2C=C1)N(C(C31CCC1)=O)C N-(2-(2-(Isopropylamino)ethoxy)-5-(3'-methyl-2'-oxo-2',3'-dihydrospiro[cyclobutane-1,1'-pyrrolo[2,3-c]quinolin]-8'-yl)pyridin-3-yl)methanesulfonamide